O[C@H]1[C@@H](O)[C@H](O)[C@H](O)[C@@H](O1)C α-L-fucopyranose